5-(1,6-Naphthyridin-2-yl)thiazol-2-amine N1=C(C=CC2=CN=CC=C12)C1=CN=C(S1)N